(±)-1-((1R,6S)-3-azabicyclo[4.1.0]heptan-1-ylmethoxy)-7-isopropoxyisoquinoline-6-carboxamide [C@@]12(CNCC[C@@H]2C1)COC1=NC=CC2=CC(=C(C=C12)OC(C)C)C(=O)N |r|